(2S,5R)-1-benzyl-5-ethyl-2-methylpiperazine C(C1=CC=CC=C1)N1[C@H](CN[C@@H](C1)CC)C